ClC1=CC(=C(C=C1Cl)C(NS(=O)C(C)(C)C)C1CCN(CC1)C(CO)=O)O N-[(4,5-dichloro-2-hydroxyphenyl)[1-(2-hydroxyacetyl)piperidin-4-yl]methyl]-2-methylpropane-2-sulfinamide